Tert-butyl 4-(5-bromo-2-nitrophenyl)-3-oxopiperazine-1-carboxylate BrC=1C=CC(=C(C1)N1C(CN(CC1)C(=O)OC(C)(C)C)=O)[N+](=O)[O-]